1,3-dimethyl-2-oxo-3-(2-oxo-2-(p-toluenesulfonyl)ethyl)indoline-5-carboxylic acid methyl ester COC(=O)C=1C=C2C(C(N(C2=CC1)C)=O)(CC(S(=O)(=O)C1=CC=C(C)C=C1)=O)C